2-(tris-(hydroxymethyl)methylamino)ethanesulfonic acid OCC(NCCS(=O)(=O)O)(CO)CO